C(=O)(Cl)Cl carbonyl chloride